2-{[(2R,7AS)-2-FLUORO-HEXAHYDROPYRROLIZIN-7A-YL]METHOXY}-7-(8-ETHYL-7-FLUORO-3-HYDROXYNAPHTHALEN-1-YL)-4-(1,4-OXAZEPAN-4-YL)PYRANO[4,3-D]PYRIMIDIN-5-ONE F[C@@H]1C[C@@]2(CCCN2C1)COC=1N=C(C2=C(N1)C=C(OC2=O)C2=CC(=CC1=CC=C(C(=C21)CC)F)O)N2CCOCCC2